[Cl-].C(#N)C1=NC=C(C(=O)NC2=CC=C(C=C2)[C@@H]2C[NH2+]CCO2)C=C1 |r| (RS)-2-(4-(6-Cyano-nicotinamido)-phenyl)morpholin-4-ium chlorid